OC1=NC(=NC(=C1[N+](=O)[O-])O)SCCC 4,6-dihydroxy-5-nitro-2-propylthiopyrimidine